CN1C[C@@H](C=C2[C@H]1CC3=CNC4=CC=CC2=C34)CO The molecule is an alkaloid of the ergoline family that occurs as a minor constituent in some species of fungi and in the morning glory family of plants. Its structure is that of ergoline with a methyl group at N-6 and a beta-hydroxymethyl substituent at C-8.